N=1C=2N(NC1)C=CC2 pyrrolo[1,2-b][1,2,4]triazol